CC=1N(C(=CC1)C)C1=CC=C(C(=N1)OC)N1CCN(CC1)C(=O)OC(C)(C)C tert-butyl 4-(6-(2,5-dimethyl-1H-pyrrol-1-yl)-2-methoxypyridin-3-yl)piperazine-1-carboxylate